[(1R,5S,6r)-6-{4-[1-(cyclopropylmethyl)-1H-pyrazol-3-yl]-5-methyl-1,2-oxazol-3-yl}-3-azabicyclo[3.1.0]hex-3-yl](5-isopropyl-1H-pyrazol-3-yl)methanone C1(CC1)CN1N=C(C=C1)C=1C(=NOC1C)C1[C@H]2CN(C[C@@H]12)C(=O)C1=NNC(=C1)C(C)C